C(C)(C)C1=C(C=CC=C1)C1=NOC=C1 3-(2-isopropylphenyl)-isoxazole